(1-ethoxycarbonyl-cyclobutylamino)-2-fluoro-benzoic acid ethyl ester C(C)OC(C1=C(C(=CC=C1)NC1(CCC1)C(=O)OCC)F)=O